C1(CC1)C1N(CC(CC1C)C1=C2C=CC=NC2=C(C=C1)C(F)(F)F)C(=O)N trans-cyclopropyl-3-methyl-5-[8-(trifluoromethyl)-5-quinolinyl]piperidine-1-carboxamide